N-(3-chloro-1H-indol-7-yl)-1H-pyrazole-4-sulfonamide ClC1=CNC2=C(C=CC=C12)NS(=O)(=O)C=1C=NNC1